[N-]=C=O.[N-]=C=O.C1=C(C=CC=C1)C1=CC=CC=C1 2,2'-biphenyl diisocyanate